(S)-2-bromo-N-(3-(2-((2-fluoro-3-(methylsulfonyl)phenyl)amino)-5-methylpyrimidin-4-yl)-1H-indol-7-yl)propionamide Br[C@H](C(=O)NC=1C=CC=C2C(=CNC12)C1=NC(=NC=C1C)NC1=C(C(=CC=C1)S(=O)(=O)C)F)C